tert-butyl 1-ethyl-2,4-dioxo-3-(2-(trifluoromethyl)pyrimidin-4-yl)-1,3,8-triazaspiro[4.5]decane-8-carboxylate C(C)N1C(N(C(C12CCN(CC2)C(=O)OC(C)(C)C)=O)C2=NC(=NC=C2)C(F)(F)F)=O